COC([C@@H](N)CCCNC(N)=N)=O L-arginine methyl ester